quinoxalin-5(6H)-one N1=CC=NC=2C(CC=CC12)=O